C(=O)(OC(C)(C)C)N[C@H](CC1=CC=C(C=C1)F)C(=O)O Boc-4-fluoro-D-phenylalanine